CN(C(CCCCCCCCCCC)=O)C N,N-dimethyldodecaneamide